chlorophenylallyl[1,3-bis(2,6-diisopropylphenyl)imidazole-2-ylidene]palladium(II) ClC(=CC[Pd-]=C1N(C=CN1C1=C(C=CC=C1C(C)C)C(C)C)C1=C(C=CC=C1C(C)C)C(C)C)C1=CC=CC=C1